N-benzyl-α-phenyl-nitrone C(C1=CC=CC=C1)[N+](=CC1=CC=CC=C1)[O-]